2,3-Bis-(2-methoxy-4-nitro-5-sulfophenyl)-2H-tetrazole-5-carboxamide COC1=C(C=C(C(=C1)[N+](=O)[O-])S(=O)(=O)O)N1NC(=NN1C1=C(C=C(C(=C1)S(=O)(=O)O)[N+](=O)[O-])OC)C(=O)N